C(C1=CC=CC=C1)(=O)[O-].C(C1=CC=CC=C1)(=O)[O-].C(C1=CC=CC=C1)(=O)[O-].C(C1=CC=CC=C1)(=O)[O-].C1([C@H](O)[C@@H](O)[C@H](O)[C@H](O1)CO)C(CC)[N-]C D-glucosyl-N-methylpropylamide tetrabenzoate